C(CCC)[N+](CCCCC)(CCCCC)CCCCC butyltripentylammonium